C(C1=CC=CC=C1)OC(=O)N1C(CCCC1)OCCCN(C)C(=O)OC(C)(C)C (3-((tert-Butoxycarbonyl)(methyl)amino)propoxy)piperidine-1-carboxylic acid benzyl ester